5-((2-(2,6-dioxopiperidin-3-yl)-1,3-dioxoisoindolin-5-yl)oxy)pentanamide O=C1NC(CCC1N1C(C2=CC=C(C=C2C1=O)OCCCCC(=O)N)=O)=O